3-(((tert-butyldimethylsilyl)oxy)methyl)-5-fluorobenzo[c][1,2]oxaborol-1(3H)-ol [Si](C)(C)(C(C)(C)C)OCC1C2=C(B(O1)O)C=CC(=C2)F